C(C1=CC=CC=C1)OC(CC(C(=O)NCC(CCCCCCCCCCCCCCCCCCC(=O)[O-])CCCCCCCCCCCCCCCCCC(=O)[O-])NC(=O)OC(C)(C)C)=O 3-(4-(benzyloxy)-2-((tert-butoxycarbonyl)amino)-4-oxobutanamido)propane-1,2-diyldistearate